aminoethyl-sulfinic acid NCCS(=O)O